FC1=CC=C(C=C1C1=CC(=C(C=C1)OC)C(NC=1C(=CC2=C(C(=NO2)C)C1)C(NC1=CC(=C(C=C1)F)C(F)(F)F)=O)=O)C(=O)OC(C)(C)C tert-butyl 6-fluoro-3'-((6-((4-fluoro-3-(trifluoromethyl) phenyl) carbamoyl)-3-methylbenzo[d]isoxazol-5-yl) carbamoyl)-4'-methoxy-[1,1'-biphenyl]-3-carboxylate